ClC1=C(O[C@H]2C[C@H](C2)C(=O)NCC2=C(C(=C(C=C2)C(F)(F)F)C=2NC(C=C(N2)C(F)(F)F)=O)F)C=CC=C1 cis-3-(2-chlorophenoxy)-N-{2-fluoro-3-[6-oxo-4-(trifluoromethyl)-1,6-dihydropyrimidin-2-yl]-4-(trifluoromethyl)benzyl}cyclobutane-1-carboxamide